FC1=CC=C(C=C1)N1C(N(C=C(C1=O)C(=O)NC1=CC=C(C=C1)OC=1C2=C(N=CN1)CN(CC2)C2CN(C2)C)C(C)C)=O 3-(4-Fluorophenyl)-1-isopropyl-N-(4-((7-(1-methylazetidin-3-yl)-5,6,7,8-tetrahydropyrido[3,4-d]pyrimidine-4-yl)oxy)phenyl)-2,4-dioxo-1,2,3,4-tetrahydropyrimidine-5-carboxamide